C(C)(C)C=1C=CC(=NC1)[C@H](C1=CC=CC=C1)NC(=O)[C@H]1[C@H](CCC1)C(=O)O (1S,2R)-2-(((S)-(5-isopropylpyridin-2-yl)(phenyl)methyl)carbamoyl)cyclopentane-1-carboxylic acid